(S)-(3-chloro-1-methyl-1H-1,2,4-triazol-5-yl)(4-(4-fluorobenzo[d]oxazol-2-yl)-6,7-dihydro-1H-imidazo[4,5-c]pyridin-5(4H)-yl)methanone ClC1=NN(C(=N1)C(=O)N1[C@@H](C2=C(CC1)NC=N2)C=2OC1=C(N2)C(=CC=C1)F)C